3,N5-bis((S)-1-hydroxy-3,3-dimethylbutan-2-yl)-2,6-dimethylpyridine-3,5-dicarboxamide OC[C@@H](C(C)(C)C)C1(C(N=C(C(=C1)C(=O)N[C@H](CO)C(C)(C)C)C)C)C(=O)N